COC=1C=C(C=CC1)C(C)NC(=O)NC1=CC=C(C=C1)S(=O)(=O)CC=1C=C2CN(CC2=CC1)C 1-(1-(3-methoxyphenyl)ethyl)-3-(4-(((2-methylisoindolin-5-yl)methyl)sulfonyl)phenyl)urea